2-(Prop-2-Yn-1-Yl)-2-(1,4-Dioxaspiro[4.5]Dec-7-En-8-Yl)Malononitrile C(C#C)C(C#N)(C#N)C1=CCC2(OCCO2)CC1